pentan-2-yl 2-[1-[(4-methylphenyl)methyl]-5-oxopyrrolidin-2-yl]acetat CC1=CC=C(C=C1)CN1C(CCC1=O)CC(=O)OC(C)CCC